ClC1=NC=C(C(=N1)C=1C=C(C=CC1)N1C(C=CC=C1)=O)F trans-1-[3-(2-chloro-5-fluoro-pyrimidin-4-yl)phenyl]pyridin-2-one